methyl 4-[3-(1H-indol-3-yl)propanehydrazido]-4-oxobutanoate N1C=C(C2=CC=CC=C12)CCC(=O)NNC(CCC(=O)OC)=O